FC1=CC2=C(CN(S(O2)(=O)=O)CC=2C=C(C=CC2C)C(CC(=O)OCC)C2=C(C3=C(N(N=N3)CCCCO)C=C2)C)C=C1O ethyl 3-{3-[(7-fluoro-6-hydroxy-2,2-dioxo-2H-1,2λ6,3-benzoxathiazin-3(4H)-yl)methyl]-4-methylphenyl}-3-[1-(4-hydroxybutyl)-4-methyl-1H-benzotriazol-5-yl]propanoate